tert-butyl (1-((4-((6-(Benzyloxy)-7-methoxyquinolin-4-yl)oxy)-3-fluorophenyl)carbamoyl)cyclopropyl)carbamate C(C1=CC=CC=C1)OC=1C=C2C(=CC=NC2=CC1OC)OC1=C(C=C(C=C1)NC(=O)C1(CC1)NC(OC(C)(C)C)=O)F